NC=1C(=NN(C1)C1CCN(CC1)C(=O)OC(C)(C)C)C(N)=O Tert-butyl 4-(4-amino-3-carbamoyl-pyrazol-1-yl)piperidine-1-carboxylate